COC(CCCC(=C)[13CH3])=O.FC(C(C(F)(F)F)(N(C1=CC=CC=C1)C)F)(F)F heptafluoroisopropyl-methyl-aniline methyl-5-(methyl-13C)hex-5-enoate